(S,E)-N-(1-(3,4-dichlorophenyl)-2-(dimethylamino)ethyl)-2-phenylethene-1-sulfonamide ClC=1C=C(C=CC1Cl)[C@@H](CN(C)C)NS(=O)(=O)\C=C\C1=CC=CC=C1